N-(4-(6-aminohexyl)-1-phenyl-1H-imidazol-2-yl)-3-(1-methyl-1H-pyrazol-4-yl)benzamide NCCCCCCC=1N=C(N(C1)C1=CC=CC=C1)NC(C1=CC(=CC=C1)C=1C=NN(C1)C)=O